1-(3,5-dimethylphenyl)-6-(4-methylcyclohexyl)isoquinoline CC=1C=C(C=C(C1)C)C1=NC=CC2=CC(=CC=C12)C1CCC(CC1)C